COC1=NN(C=C1C(=O)NC1=NC(=CC=C1)C=1N2C(=NN1)CC[C@H]2C)C (R)-3-methoxy-1-methyl-N-(6-(5-methyl-6,7-dihydro-5H-pyrrolo[2,1-c][1,2,4]triazol-3-yl)pyridin-2-yl)-1H-pyrazole-4-carboxamide